allyl[1,3-bis(2,6-diisopropylphenyl)imidazole-2-ylidene]chloropalladium(II) C(C=C)[Pd-2](Cl)=C1N(C=CN1C1=C(C=CC=C1C(C)C)C(C)C)C1=C(C=CC=C1C(C)C)C(C)C